FC=1C=C(CN2C=CC3=CC=CC=C23)C=CC1F 1-(3,4-difluorobenzyl)-1H-indol